5-(4-fluoronaphthalen-1-yl)-4-hydroxy-4-methylcyclopent-2-enone FC1=CC=C(C2=CC=CC=C12)C1C(C=CC1=O)(C)O